C(C)N(CC)C1CCCCC1 N,N-Diethylcyclohexylamin